2-(6-amino-5-(4-(dimethylamino)piperidin-1-yl)pyridazin-3-yl)phenol NC1=C(C=C(N=N1)C1=C(C=CC=C1)O)N1CCC(CC1)N(C)C